COC=1C=C(\C=C\2/CC(C\C(\C2=O)=C/C2=CC(=C(C=C2)OC)OC)NS(=O)(=O)N2CCOCC2)C=CC1OC N-(3,5-Bis((E)-3,4-dimethoxybenzylidene)-4-oxocyclohexyl)morpholine-4-sulfonamide